1-(4-fluorophenyl)-2-phenylhydrazine FC1=CC=C(C=C1)NNC1=CC=CC=C1